tert-butyl 6-chloro-3-(3-((5,6,7,8-tetrahydronaphthalen-1-yl)oxy)propyl)-7-(1,3,5-trimethyl-1H-pyrazol-4-yl)-1H-indole-2-carboxylate ClC1=CC=C2C(=C(NC2=C1C=1C(=NN(C1C)C)C)C(=O)OC(C)(C)C)CCCOC1=CC=CC=2CCCCC12